[N+](=O)([O-])C1=CC=C(C(=O)C(C(=O)O)CC)C=C1 2-(4-nitrobenzoyl)butyric acid